3-((13S,15R,E)-3-fluoro-17-(hydroxyimino)-13-methyl-7,8,9,11,12,13,14,15,16,17-decahydro-6H-cyclopenta[a]phenanthren-15-yl)-N-(pyridazin-3-yl)propanamide FC=1C=CC=2C3CC[C@@]4(/C(/C[C@H](C4C3CCC2C1)CCC(=O)NC=1N=NC=CC1)=N/O)C